tri(2,4,4-trimethyl-2-pentyl)citrate CC(C)(CC(C)(C)C)C(C(C(C(=O)[O-])(C(C)(CC(C)(C)C)C)C(C)(CC(C)(C)C)C)(O)C(=O)[O-])C(=O)[O-]